ClC12C(CC3=CC(=C(C=C13)F)F)(CC=1C=C(C(=CC12)F)F)Cl 4b,9a-dichloro-2,3,6,7-tetrafluoro-4b,9,9a,10-tetrahydroindeno[1,2-a]indene